FC1=C2C(=NN=C(C2=CC=C1)C1=C(C=C(C=C1)C)O)N[C@H]1CN(CCC1)C (R)-2-(5-fluoro-4-((1-methylpiperidin-3-yl)amino)phthalazin-1-yl)-5-methylphenol